FC1(CCC(CC1)NC(=O)C1=CC(=CC=2NC(=NC21)COC)NC(=O)C2=C(C=CC=C2)C(F)(F)F)F N-(4,4-difluorocyclohexyl)-2-(methoxymethyl)-6-({[2-(trifluoromethyl)phenyl]carbonyl}amino)-1H-benzoimidazole-4-carboxamide